1,4-bis(2-methyl-1H-imidazole-1-yl)benzene CC=1N(C=CN1)C1=CC=C(C=C1)N1C(=NC=C1)C